ClC=1C=C2C(C3=C(C=NC(=C3F)C#N)C2=CC1)=O 7-chloro-4-fluoro-5-oxo-5H-indeno[1,2-c]Pyridine-3-carbonitrile